8,9-EpoxyEicosatetraenoic Acid C(C=CC=CC=CC1=C(CCCCCCCCCCC)O1)(=O)O